Cl.ClC(OC1=CC=C(C=C1)NC(C1=CN=C(C(=C1)C1=CC=NN1)N1CC(CC1)O)=O)(F)F N-(4-(chlorodifluoromethoxy)phenyl)-6-(3-hydroxypyrrolidin-1-yl)-5-(1H-pyrazol-5-yl)nicotinamide hydrochloride